FC1=CC(=C(C=C1)C1=NC=CC2=C1CN(C2=O)C=2C=NN(C2)C(C)C)OCC(F)(F)F 4-[4-fluoro-2-(2,2,2-trifluoroethoxy)phenyl]-2-[1-(propan-2-yl)-1H-pyrazol-4-yl]-2,3-dihydro-1H-pyrrolo[3,4-c]pyridin-1-one